methyl trans-3-(ethylsulfamoyl)-4-[2-[4-(isopropoxycarbonylamino)cyclohexyl]thiazol-5-yl]benzoate C(C)NS(=O)(=O)C=1C=C(C(=O)OC)C=CC1C1=CN=C(S1)[C@@H]1CC[C@H](CC1)NC(=O)OC(C)C